O=C1[C@H](CC2=C(CN1)C=CC=C2)NC(OCC2C1=CC=CC=C1C=1C=CC=CC21)=O (S)-(9H-fluoren-9-yl)methyl (3-oxo-2,3,4,5-tetrahydro-1H-benzo[c]azepin-4-yl)carbamate